(8-phenyl-1,3,4,5-tetrahydro-2H-pyrido[4,3-b]indol-2-yl)(pyrimidin-5-yl)methanone C1(=CC=CC=C1)C1=CC=2C3=C(NC2C=C1)CCN(C3)C(=O)C=3C=NC=NC3